OCC(C1=C(C=CC=C1)OC)NC(OC(C)(C)C)=O tert-butyl N-[2-hydroxy-1-(2-methoxyphenyl)ethyl]carbamate